methylenebis(4-methyl-6-cyclohexyl-phenol) C(C1=C(C(=CC(=C1)C)C1CCCCC1)O)C1=C(C(=CC(=C1)C)C1CCCCC1)O